(2R)-N-((S)-(3-chloro-4-fluorophenyl)(cis-3-(difluoromethoxy)cyclobutyl)methyl)-2-methyl-3-oxopiperazine-1-carboxamide 3-(2-methyl-1-propenyl)-2,2-dimethylcyclopropanecarboxylate CC(=CC1C(C1C(=O)O)(C)C)C.ClC=1C=C(C=CC1F)[C@@H](NC(=O)N1[C@@H](C(NCC1)=O)C)[C@@H]1C[C@@H](C1)OC(F)F